C(C1=CC=CC=C1)N1C[C@H](N(C2=C(C1=O)C=NC(=N2)NC2=CC=CC=C2)C2=CC=CC=C2)C=C (R)-6-benzyl-9-phenyl-2-anilino-8-vinyl-6,7,8,9-tetrahydro-5H-pyrimido[4,5-e][1,4]Diazepin-5-one